2-[[1-(3-chloro-2-pyridyl)cyclopropanecarbonyl]amino]-4-[[3-fluoro-2-methoxy-propyl]-[4-(5,6,7,8-tetrahydro-1,8-naphthyridin-2-yl)butyl]amino]butanoic acid ClC=1C(=NC=CC1)C1(CC1)C(=O)NC(C(=O)O)CCN(CCCCC1=NC=2NCCCC2C=C1)CC(CF)OC